NC1=CC=C(C=C1)S(=O)(=O)NC1=NC=NC(=C1)OC 4-amino-N-(6-methoxypyrimidin-4-yl)benzenesulfonamide